FC(C1(CC1)C1=CC=C(C=C1)CC#N)(F)F (4-(1-(trifluoromethyl)cyclopropyl)phenyl)acetonitrile